N-(2-((2,5-dichloropyrimidin-4-yl)amino)phenyl)propan-1-sulfonamide ClC1=NC=C(C(=N1)NC1=C(C=CC=C1)NS(=O)(=O)CCC)Cl